COC(=O)C1CCN(CC1)C1=NC=C(C=C1)C(NC=1SC(=C(N1)C=1SC=C(C1)Cl)C#N)=O 1-(5-(4-(4-chlorothien-2-yl)-5-cyanothiazol-2-ylcarbamoyl)pyridin-2-yl)piperidine-4-carboxylic acid methyl ester